2-((2-(methacryloyloxy) ethyl)dimethylammonio)ethane-1-sulfonate C(C(=C)C)(=O)OCC[N+](CCS(=O)(=O)[O-])(C)C